cumyl-neoheptanoate C(C)(C)(C1=CC=CC=C1)OC(CCC(C)(C)C)=O